Tetrapotassium iminodisuccinate N(C(C(=O)[O-])CC(=O)[O-])C(C(=O)[O-])CC(=O)[O-].[K+].[K+].[K+].[K+]